3-bromo-1-methylquinolin-2(1H)-one BrC=1C(N(C2=CC=CC=C2C1)C)=O